[C@H]1(CCCC2=CC=CC=C12)C(=O)N1CCC2(C(NC(N2)=O)=O)CC1 (R)-8-(1,2,3,4-tetrahydronaphthalene-1-carbonyl)-1,3,8-triazaspiro[4.5]decane-2,4-dione